NC1=NC=CC2=C(C=CC=C12)C1=CC2=C(N(N=C2C=C1)C1CN(C1)CCC(C)C)COC1=C(C=CC=C1)CC(=O)O 2-(2-((5-(1-aminoisoquinolin-5-yl)-2-(1-isopentylazetidin-3-yl)-2H-indazol-3-yl)methoxy)phenyl)acetic acid